C(=C)P(OCCCCCCCCCCCCC(CC)CCCCCOP([O-])(=O)C=C)([O-])=O Decane-1,8-diyldipentyl bis(vinylphosphonate)